C(C)(C)(C)OC(=O)N1CC2(CC3=CC=CC=C3C2)C1.C1(=CC=CC=C1)N1C=CC2=CC=CC=C12 N-phenyl-indole tert-butyl-spiro[azetidine-3,2'-indane]-1-carboxylate